FC(C1=C(OC=2C=CC=C3C[C@H](C(N(C23)C)=O)NC(=O)N)C=CC=C1)F ((3R)-8-(2-(difluoromethyl)phenoxy)-1-methyl-2-oxo-1,2,3,4-tetrahydroquinolin-3-yl)urea